rac-(1R,2R,4S,6S)-6-aminobicyclo[2.2.1]heptan-2-ol hydrochloride Cl.N[C@H]1C[C@H]2C[C@H]([C@@H]1C2)O |r|